1-methyl-1-(2-(4,5,6,7-tetrahydropyrazolo[1,5-a]pyridine-3-carbonyl)-2-azaspiro[3.3]heptan-6-yl)-3-(4-(trifluoromethyl)pyridin-2-yl)urea CN(C(=O)NC1=NC=CC(=C1)C(F)(F)F)C1CC2(CN(C2)C(=O)C=2C=NN3C2CCCC3)C1